CN(CCNC(\C=C/C(=O)N1CCC(CC1)OC1=NC=C(C=C1)C1=CC=C(C=C1)N(C)C)=O)C (Z)-N-(2-(dimethylamino)ethyl)-4-(4-((5-(4-(dimethylamino)phenyl)pyridin-2-yl)oxy)piperidin-1-yl)-4-oxobut-2-enamide